N-(1H-indazol-5-yl)-6,7-dihydro-5H-pyrrolo[3,4-d]Pyrimidin-4-amine N1N=CC2=CC(=CC=C12)NC=1C2=C(N=CN1)CNC2